C1(CC1)CN(C(OC(C)(C)C)=O)[C@H]1CN(CCC1)C=1N=NC(=CC1)C(C)C=1SC(=NN1)C1=NC(=CN=C1)N1CCCC1 tert-butyl (cyclopropylmethyl)((3R)-1-(6-(1-(5-(6-(pyrrolidin-1-yl)pyrazin-2-yl)-1,3,4-thiadiazol-2-yl)ethyl)pyridazin-3-yl)piperidin-3-yl)carbamate